6-(3-(1,3-dihydroxy-2-((3-hydroxy-2-(hydroxymethyl)propoxy)methyl)propan-2-yl)ureido)hexanoic acid OCC(CO)(COCC(CO)CO)NC(NCCCCCC(=O)O)=O